C(N)(OC(C1=NNC(C2=CC(=CC=C12)C=1C=NC=C(C1)N1C(C2(C3=CC=CC=C13)CC2)=O)=O)C(C)(C)C)=O tert-butyl((4-oxo-6-(5-(2'-oxospiro[cyclopropane-1,3'-indoline]-1'-yl) pyridin-3-yl)-3,4-dihydro-phthalazin-1-yl) methyl) carbamate